5-bromo-2-fluoro-1,3-dimethoxybenzene BrC=1C=C(C(=C(C1)OC)F)OC